(2,3-dihydrobenzo[b][1,4]dioxin-6-yl)-3-(5-methoxyisoindol-2-yl)propan-1-one O1C2=C(OCC1)C=C(C=C2)C(CCN2C=C1C=CC(=CC1=C2)OC)=O